C(C)(C)OC1CCC(CC1)C1(N=CC2=C(N1)C(=CN=C2N)C(F)(F)F)N 2-((1R,4R)-4-isopropoxycyclohexyl)-8-(trifluoromethyl)pyrido[4,3-d]pyrimidine-2,5-diamine